(4-((1-ethoxy-2-methyl-1-oxopropan-2-yl)oxy)phenyl)boronic acid C(C)OC(C(C)(C)OC1=CC=C(C=C1)B(O)O)=O